lithium tin [Sn].[Li]